(Z)-5-(4-hydroxybenzylidene)-2-thioxo-1,3-thiazolidin-4-one OC1=CC=C(\C=C/2\C(NC(S2)=S)=O)C=C1